3-((1H-imidazol-1-yl)methyl)-5-methoxy-1-phenyl-1H-benzo[g]indazole N1(C=NC=C1)CC1=NN(C2=C3C(=C(C=C12)OC)C=CC=C3)C3=CC=CC=C3